2-[4-(N,N-dimethylamino)phenyl]-4-methyl-1H,2H,3H-pyrrolo[3,4-c]quinoline-1,3-dione CN(C)C1=CC=C(C=C1)N1C(C=2C(=NC=3C=CC=CC3C2C1=O)C)=O